N[C@H]1C2N(CC1CC2)C(=O)C=2C=CC=1N(C2)N=C(C1C)C1=CC=2C(=NC(=CC2)C(C(F)F)(C)O)N1CC1CC1 2-(2-{6-[(7R)-7-amino-2-azabicyclo[2.2.1]heptane-2-carbonyl]-3-methylpyrazolo[1,5-a]pyridin-2-yl}-1-(cyclopropylmethyl)-1H-pyrrolo[2,3-b]pyridin-6-yl)-1,1-difluoropropan-2-ol